The molecule is an unsaturated fatty acyl-CoA that results from the formal condensation of the thiol group of coenzyme A with the carboxy group of (8Z,11Z,14Z,17Z)-icosatetraenoic acid. It is a member of the n-3 PUFA and is the product of alpha-linolenic acid metabolism. It is an unsaturated fatty acyl-CoA and a long-chain fatty acyl-CoA. It is a conjugate acid of an (8Z,11Z,14Z,17Z)-icosatetraenoyl-CoA(4-). CC/C=C\\C/C=C\\C/C=C\\C/C=C\\CCCCCCC(=O)SCCNC(=O)CCNC(=O)[C@@H](C(C)(C)COP(=O)(O)OP(=O)(O)OC[C@@H]1[C@H]([C@H]([C@@H](O1)N2C=NC3=C(N=CN=C32)N)O)OP(=O)(O)O)O